(2-(((2R,3S,4R,5R)-5-((2-chloro-4-(cyclopentylamino)pyrrolo[2,1-f][1,2,4]triazin-7-yl)methyl)-3,4-dihydroxytetrahydrofuran-2-yl)methoxy)-1-hydroxy-3-methoxypropane-2-yl)phosphonic acid ClC1=NN2C(C(=N1)NC1CCCC1)=CC=C2C[C@@H]2[C@@H]([C@@H]([C@H](O2)COC(CO)(COC)P(O)(O)=O)O)O